C(C(C)C)C1=CC=C(C=C1)[C@@H](C(=O)N1C=CC2=C1N=CN=C2N2C[C@]1([C@H](CN1C(CC#N)=O)C)CC2)C 3-((3S,4R)-6-(7-((S)-2-(4-isobutylphenyl)propionyl)-7H-pyrrolo[2,3-d]pyrimidin-4-yl)-3-methyl-1,6-diazaspiro[3.4]oct-1-yl)-3-oxopropanenitrile